5-[(2-Acetaminothiazol-5-yl)sulfonylamino]thiazole-4-carboxylic acid ethyl ester C(C)OC(=O)C=1N=CSC1NS(=O)(=O)C1=CN=C(S1)NC(=O)C